(2-(3-bromo-2-methylphenyl)-7-chlorobenzo[d]Azol-5-yl)methanol ethyl-4-(2,4-dihydroxy-5-methoxyphenyl)-4-oxobutyrate C(C)C(C(=O)OCC=1C=C(C2=C(C=C(N2)C2=C(C(=CC=C2)Br)C)C1)Cl)CC(=O)C1=C(C=C(C(=C1)OC)O)O